ClC=1C=CC2=C(CC(CC=3N2C(=NN3)[C@@H]3CC[C@H](CC3)OC3=NC=CC=C3)C(N(C)C)C(=O)O)C1.IC(C(C(C(I)(F)F)(F)F)(F)F)(F)F 1,4-diiodoperfluoro-n-butane 8-chloro-1-[trans-4-(pyridin-2-yloxy)cyclohexyl]-5,6-dihydro-4H-[1,2,4]triazolo[4,3-a][1]benzazepin-5-yl-N,N-dimethylglycinate